CC(C(=O)NC/C=C/C(=O)OC)(C)NC(CNC1CCN(CC1)C(C)C1=CC=CC2=CC=CC=C12)=O methyl (E)-4-(2-methyl-2-(2-((1-(1-(naphthalen-1-yl)ethyl)piperidin-4-yl)amino)acetamido)propanamido)but-2-enoate